NC1=NC(=NC(=N1)NC1=CC=C(C=C1)C=C)C1=CC=C(CO)C=C1 4-(4-amino-6-((4-vinylphenyl)amino)-1,3,5-triazin-2-yl)benzyl alcohol